5-Chloro-2-fluoro-4-(2-fluoropyrimidin-5-yl)aniline ClC=1C(=CC(=C(N)C1)F)C=1C=NC(=NC1)F